(4z,7z)-Trideca-4,7-Dienal C(CC\C=C/C\C=C/CCCCC)=O